CC=1C=C(C=C(C1)C)C=O (3,5-dimethylphenyl)methanone